N-(3-(2-methyl-6-(methylamino)pyridin-3-yl)-1H-pyrrolo[2,3-b]pyridin-6-yl)cyclopropanecarboxamide CC1=NC(=CC=C1C1=CNC2=NC(=CC=C21)NC(=O)C2CC2)NC